CC1=C(C=CC(=C1)N)C1=C(C=C(N)C=C1)C 2,2'-dimethyl-4,4'-benzidine